1-(3-(4-(cyclopropylmethoxy)phenyl)-6-((2,2,2-trifluoroethoxy)methyl)pyrazin-2-yl)piperidine-4-carboxylic acid C1(CC1)COC1=CC=C(C=C1)C=1C(=NC(=CN1)COCC(F)(F)F)N1CCC(CC1)C(=O)O